N1(N=NC=C1)C=1C=CC(=NC1)CN1C(C(N(CC1)C12CC(C1)(C2)F)=O)=O 1-((5-(1H-1,2,3-triazol-1-yl)pyridin-2-yl)methyl)-4-(3-fluorobicyclo[1.1.1]pentan-1-yl)piperazine-2,3-dione